ClC=1C(=NN2C1CN(CCC2)S(=O)(=O)C2=C(C=CC=C2)[N+](=O)[O-])C(=O)N(C)C 3-chloro-N,N-dimethyl-5-(2-nitrophenyl)sulfonyl-4,6,7,8-tetrahydropyrazolo[1,5-a][1,4]diazepine-2-carboxamide